2-[[4-[5-isobutyl-2-(2H-tetrazol-5-yl)-phenyl]piperazin-1-yl]methyl]-5-methyl-thiazole C(C(C)C)C=1C=CC(=C(C1)N1CCN(CC1)CC=1SC(=CN1)C)C=1N=NNN1